COC=1C=C(C(=O)N2CCCC3=CC=CC=C23)C=CC1OC 1-(3,4-Dimethoxy-Benzoyl)-1,2,3,4-Tetrahydro-Quinolin